ClC1=CC=C(CN(C([O-])=O)C2=CC=C(C=C2)[C@H]2CNCCC2)C=C1 (S)-4-Chloro-benzyl-4-(piperidin-3-yl)-phenylcarbamat